cyclohexyl-carboxyl-ammonium bromide [Br-].C1(CCCCC1)[NH2+]C(=O)O